C(C1=CC=CC=C1)C1=NC(=NN1)C(=O)N[C@@H]1CCC2=C(N(C1=O)C)C=C(C=C2)N2CC1(C2)CCCCC1 |r| (±)-5-Benzyl-N-(1-methyl-2-oxo-8-(2-azaspiro[3.5]nonan-2-yl)-2,3,4,5-tetrahydro-1H-benzo[b]azepin-3-yl)-1H-1,2,4-triazole-3-carboxamide